CC1=CC=C(C=C1)S(=O)(=O)OCCN(CC1=CC=C(C=C1)OC)C=1C=C2C(N(C(C2=CC1)=O)C1C(NC(CC1)=O)=O)=O 2-((2-(2,6-dioxo-3-piperidyl)-1,3-dioxo-isoindolin-5-yl)-((4-methoxy phenyl)methyl)amino)ethyl 4-methylbenzenesulfonate